titanium iron water O.[Fe].[Ti]